C(C1=CC=CC=C1)N1CCN(CC1)CC1=C(C=C(C=C1)NC(=O)NC=1C=CC2=C(N=C(O2)C=2C=NC=CC2)C1)C(F)(F)F 1-(4-((4-benzylpiperazin-1-yl)methyl)-3-(trifluoromethyl)phenyl)-3-(2-(pyridin-3-yl)benzo[d]oxazol-5-yl)urea